C(C)(C)(C)OC(=O)N1[C@@H](C[C@@](C1)(CO)F)C(=O)OCC1=CC=CC=C1 (2S,4R)-4-fluoro-4-(hydroxymethyl)pyrrolidine-1,2-dicarboxylic acid 2-benzyl 1-tert-butyl ester